dibutoxy-silane C(CCC)O[SiH2]OCCCC